ClS(=O)(=O)CCCCC(=O)OCC 2-Ethyl 5-chlorosulfonylpentanoate